COC(=O)[C@H]1N(C[C@H](C1)N=[N+]=[N-])C([C@@H](CC1CCCCC1)NC(=O)C1=CC2=CC=CC=C2C=C1)=O (2S,4S)-1-((R)-2-(2-naphthoylamino)-3-cyclohexylpropionyl)-4-azidopyrrolidine-2-carboxylic acid methyl ester